C(#N)C1=C(C=C(C=C1F)OC(C1=CC=C(C=C1)CCC=C)=O)F 4-(3-butenyl)-benzoic acid 4-cyano-3,5-difluorophenyl ester